5-(1,4-dimethyl-1H-1,2,3-triazol-5-yl)pyridine CN1N=NC(=C1C=1C=CC=NC1)C